Cl.C12CC(CC2C1)OC1=C(C=C(C=C1F)NC(=O)C=1N=C(OC1CN1CCCC1)N1CCCC1)F N-(4-(cis-bicyclo[3.1.0]hexan-3-yloxy)-3,5-difluorophenyl)-2-(pyrrolidin-1-yl)-5-(pyrrolidin-1-ylmethyl)oxazole-4-carboxamide hydrochloride